4-((3'-(methoxycarbonyl)-5'-(4-(4-(trifluoromethyl)phenyl)-1H-1,2,3-triazol-1-yl)-[1,1'-biphenyl]-4-yl)carbamoyl)piperidine-1-carboxylic acid tert-butyl ester C(C)(C)(C)OC(=O)N1CCC(CC1)C(NC1=CC=C(C=C1)C1=CC(=CC(=C1)N1N=NC(=C1)C1=CC=C(C=C1)C(F)(F)F)C(=O)OC)=O